4-bromospiro[benzo[d][1,3]dioxine-2,1'-cyclopentane]-6-carboxylic acid BrC1C2=C(OC3(CCCC3)O1)C=CC(=C2)C(=O)O